C(#N)C=1C=C(C=CC1O)C1=CC=C(C=N1)N1C(N(C2=NC=CC=C21)[C@@H]2CN(CC2)CC=2C=C(C(=O)OC)C=CN2)=O Methyl (S)-2-((3-(1-(6-(3-cyano-4-hydroxyphenyl)pyridin-3-yl)-2-oxo-1,2-dihydro-3H-imidazo[4,5-b]pyridin-3-yl)pyrrolidin-1-yl)methyl)isonicotinate